OC1CN(CCC1)C=1C=C(C=CC1)N1CCN(CC1)C(=O)OC(C)(C)C tert-butyl 4-(3-(3-hydroxypiperidin-1-yl)phenyl)piperazine-1-carboxylate